C(C)(C)C1=C(C(=CC(=C1)C(C)C)C(C)C)C1=C(C(=CC=C1)C1=C(C=C(C=C1C(C)C)C(C)C)C(C)C)P(C(C)C)C1=CC=CC=C1 [2,6-bis(2,4,6-triisopropylphenyl)phenyl]-phenyl-isopropylphosphine